2-phenyl-1,2-dihydroisoquinoline-8-carbaldehyde C1(=CC=CC=C1)N1CC2=C(C=CC=C2C=C1)C=O